COCOC=1C=C(C2=CC=CC=C2C1)B1OC(C(O1)(C)C)(C)C 3-(methoxymethoxy)naphthalene-1-yl-4,4,5,5-tetramethyl-1,3,2-dioxaborolane